[Na].FC=1C=C(OC=2N=NC(=CC2C(=O)NC2=CC(=CC=C2)S(=O)(=O)C)C(F)(F)F)C=CC1OC(F)(F)F 3-(3-fluoro-4-(trifluoromethoxy)phenoxy)-N-(3-(methylsulfonyl)phenyl)-6-(trifluoromethyl)pyridazine-4-carboxamide sodium